CNCCC=1C(NC(N([C@H]2[C@H](O)[C@H](O)[C@@H](CO)O2)C1)=O)=O 5-methylaminoethyluridine